propylene furan-2,5-dicarboxylate O1C2=CC=C1C(=O)OC(COC2=O)C